FC1=C2CCNC2=CC(=C1C1CCC(CC1)N(C(OC(C)(C)C)=O)C)F tert-butyl N-[4-(4,6-difluoroindolin-5-yl)cyclohexyl]-N-methyl-carbamate